C1(OC(CO1)Cl)=O Chloroethylene carbonate